C(C)(C)(C)OC(=O)N1C(C=C(C1)C1=CC=C(C=C1)C(F)(F)F)C1=CC=C(C(=O)O)C=C1 4-(1-(tert-butoxyformyl)-4-(4-(trifluoromethyl)phenyl)-2,5-dihydro-1H-pyrrol-2-yl)benzoic acid